C(C)(C)(C)C=1C=C(C=C(C1O)CC1=C(C(=CC(=C1)C(C)(C)C)C(C)(C)C)O)CCC(=O)O 3-(3-(tert.butyl)-5-(3,5-di-tert-butyl-2-hydroxybenzyl)-4-hydroxyphenyl)propionic acid